(R)-tert-Butylsulfoxide C(C)(C)(C)S(=O)C(C)(C)C